tristrontium silicate [Si]([O-])([O-])([O-])[O-].[Sr+2].[Sr+2].[Sr+2]